NC1=C(C=CC(=C1)N)OC1CC2CC[C@H]3[C@@H]4CC[C@H]([C@@H](CCCC(C)C)C)[C@]4(CC[C@@H]3[C@]2(CC1)C)C cholestan-3-yl 2,4-diaminophenyl ether